((3-(dimethylcarbamoyl)phenyl)amino)-3-((2-ethyl-6-methoxy-1,2,3,4-tetrahydroisoquinolin-7-yl)amino)-1,2,4-triazine-6-carboxamide CN(C(=O)C=1C=C(C=CC1)NC=1N=C(N=NC1C(=O)N)NC1=C(C=C2CCN(CC2=C1)CC)OC)C